CN(C1=CC=C(\C=N\NC(=O)C2=NC(=CN=C2)C2=CC=C(C=C2)OC)C=C1)C (E)-N'-(4-(dimethylamino)benzylidene)-6-(4-methoxyphenyl)pyrazine-2-carbohydrazide